[Zr+2].C1(=CC=CC=C1)[O-].C1(=CC=CC=C1)[O-] Bis(phenolate) Zirconium